tert-butyl (2r,5s)-5-((7-fluoro-1-oxoisoindolin-2-yl) methyl)-2-methylpiperazine-1-carboxylate FC=1C=CC=C2CN(C(C12)=O)C[C@@H]1NC[C@H](N(C1)C(=O)OC(C)(C)C)C